16-Heptadecyne CCCCCCCCCCCCCCCC#C